5,6-dichloro-1-(2-(dimethylamino)ethyl)-3-(1-(trans-4-isopropylcyclohexyl)piperidin-4-yl)-1,3-dihydro-2H-benzo[d]imidazol-2-one ClC1=CC2=C(N(C(N2C2CCN(CC2)[C@@H]2CC[C@H](CC2)C(C)C)=O)CCN(C)C)C=C1Cl